1-(((3S)-1-((3-cyano-1-azetidinyl)sulfonyl)-3-piperidinyl)carbonyl)-N-((4R)-6-methoxy-3,4-dihydro-2H-benzopyran-4-yl)-D-prolinamide C(#N)C1CN(C1)S(=O)(=O)N1C[C@H](CCC1)C(=O)N1[C@H](CCC1)C(=O)N[C@@H]1CCOC2=C1C=C(C=C2)OC